3-amino-4-Fluoro-benzoic acid NC=1C=C(C(=O)O)C=CC1F